methyl (7-(((S)-1-hydroxyhexan-3-yl)amino)-1-((4-methoxy-6-(((1S,4S)-5-methyl-2,5-diazabicyclo[2.2.1]heptan-2-yl)methyl)pyridin-3-yl)methyl)-1H-pyrazolo[4,3-d]pyrimidin-5-yl)carbamate OCC[C@H](CCC)NC=1C2=C(N=C(N1)NC(OC)=O)C=NN2CC=2C=NC(=CC2OC)CN2[C@@H]1CN([C@H](C2)C1)C